[(E)-hex-2-enyl]pentanoate C(\C=C\CCC)OC(CCCC)=O